5-(trifluoromethyl)pyrazin-2-amin FC(C=1N=CC(=NC1)N)(F)F